N-(1'-(4-(1,1-difluoroethyl)pyrimidin-2-yl)-1-methyl-1',2'-dihydrospiro[piperidine-4,3'-pyrrolo[3,2-c]pyridin]-6'-yl)acetamide FC(C)(F)C1=NC(=NC=C1)N1CC2(C=3C=NC(=CC31)NC(C)=O)CCN(CC2)C